(2R,3S)-3-((6-fluoro-2-(2-methoxy-7-methylquinoxalin-5-yl)thiazolo[5,4-b]pyridin-5-yl)oxy)butan-2-ol FC=1C=C2C(=NC1O[C@H]([C@@H](C)O)C)SC(=N2)C2=C1N=CC(=NC1=CC(=C2)C)OC